FC(N1N=CC2=CC(=CC=C12)C(=O)OC)F methyl 1-(difluoromethyl)-1H-indazole-5-carboxylate